rac-isopropyl 2-((1R,5R)-2,6-dioxabicyclo[3.2.1]octan-1-yl)-7-isopropoxyimidazo[1,2-a]pyridine-6-carboxylate [C@]12(OCC[C@@H](OC1)C2)C=2N=C1N(C=C(C(=C1)OC(C)C)C(=O)OC(C)C)C2 |r|